C(CCCCCC)(=O)[O-].[Mg+2].C(CCCCCC)(=O)[O-] magnesium enanthoate